C(#C)C1=CC(=NC=2N=C(N=CC21)NC2=CC=C(C=C2)N(C(C)=O)C)N2C(N(CC21CCCC1)C)=O N-{4-[(5-Ethynyl-7-{3-methyl-2-oxo-1,3-diazaspiro[4.4]nonan-1-yl}pyrido[2,3-d]pyrimidin-2-yl)amino]phenyl}-N-methylacetamide